7-(5-bromo-2-fluoropyridin-3-yl)-2-(2-chlorophenyl)-5,7-diazaspiro[3.4]octane-6,8-dione BrC=1C=C(C(=NC1)F)N1C(NC2(CC(C2)C2=C(C=CC=C2)Cl)C1=O)=O